BrC=1C=C(C=CC1)C1=CC(=NO1)[C@@]1(C(N(CC1)C)=O)O (S)-3-(5-(3-Bromophenyl)isoxazol-3-yl)-3-hydroxy-1-methylpyrrolidin-2-one